ClC1=CC=C(C=C1)C1=C(CCC(C1)(C)C)CN1CCN(CC1)C1=CC(=C(C(=O)NS(=O)(=O)C2=CC(=C(C=C2)OCC2NCCOC2)[N+](=O)[O-])C=C1)OC=1C=C2C(=NC1)NC=C2 4-(4-{[2-(4-chlorophenyl)-4,4-dimethylcyclohex-1-en-1-yl]methyl}piperazin-1-yl)-N-{[4-(morpholin-3-ylmethoxy)-3-nitrophenyl]sulfonyl}-2-(1H-pyrrolo-[2,3-b]pyridin-5-yloxy)benzamide